2-(2-chlorophenyl)furan ClC1=C(C=CC=C1)C=1OC=CC1